5,5'-oxydimethylenebis(5-ethyl-1,3-dioxane) O(CC1(COCOC1)CC)CC1(COCOC1)CC